[1-13C]ethyl acetate C(C)(=O)O[13CH2]C